2-Chloro-N-(4-fluorophenyl)-5-nitro-N-(2,2,2-trifluoroethyl)benzamide ClC1=C(C(=O)N(CC(F)(F)F)C2=CC=C(C=C2)F)C=C(C=C1)[N+](=O)[O-]